FC(OC1=NNC2=C1C(=NC=C2)C2=CC(=C(C=C2)S(=O)(=O)CCO)C)F 2-[4-[3-(difluoromethoxy)-1H-pyrazolo[4,3-c]pyridin-4-yl]-2-methyl-phenyl]sulfonylethanol